COS(=O)(=O)[O-].C[NH+]1CC(CC(C1)C)C 1,3,5-trimethylpiperidin-1-ium methylsulfate